C(CCCC(=O)[O-])(=O)OC1CC(CCC1C(C)C)C Monomenthyl Glutarat